2-(2-(4-(butylsulfanyl)-7-(diethylamino)-6-nitro-2-oxo-2H-chromen-3-yl)-1-cyanovinyl)-1-methylpyridine-1-ium iodide [I-].C(CCC)SC1=C(C(OC2=CC(=C(C=C12)[N+](=O)[O-])N(CC)CC)=O)C=C(C#N)C1=[N+](C=CC=C1)C